FC1=C(C(=CC=C1)OC)N1N=C2C(=CC1=O)NN=C2C2=CC=C(C=C2)N2CC1N(C(CN(C1)C)=O)CC2 8-(4-(5-(2-Fluoro-6-methoxyphenyl)-6-oxo-5,6-dihydro-1H-pyrazolo[4,3-c]pyridazin-3-yl)phenyl)-2-methylhexahydro-1H-pyrazino[1,2-a]pyrazin-4(6H)-on